isopropyl 7-methoxy-2-(6-((R)-1-((S)-2-methoxypent-4-enamido)ethyl)-1-(pent-4-en-1-yl)-1H-pyrrolo[2,3-b]pyridin-2-yl)-1-methyl-1H-benzo[d]imidazole-5-carboxylate COC1=CC(=CC2=C1N(C(=N2)C2=CC=1C(=NC(=CC1)[C@@H](C)NC([C@H](CC=C)OC)=O)N2CCCC=C)C)C(=O)OC(C)C